(E)-N'-(4-((1-(3,4-dichlorophenyl)-1H-pyrazol-3-yl)oxy)-2,5-dimethylphenyl)-N-ethyl-N-methyl-formamidine ClC=1C=C(C=CC1Cl)N1N=C(C=C1)OC1=CC(=C(C=C1C)/N=C/N(C)CC)C